CC1=C(C=2N(C=C1C1=C(C=3N(CSC3N1)C(=O)N)C(C)C)N=CN2)C (5-(7,8-dimethyl-[1,2,4]triazolo[1,5-a]pyridin-6-yl)-6-isopropyl-4H-pyrrolo[3,2-d]thiazol-1-yl)carboxamide